FC(C(CC(C(F)(F)F)=N)=S)(F)F 1,1,1,5,5,5-hexafluoropentane-2-thione-4-imine